BrC=1C=NC(=C(C(=O)OCC)C1)C(F)F ethyl 5-bromo-2-(difluoromethyl)nicotinate